FC(C=1C(=C(C=CC1)[C@@H](C)NC=1C2=C(N=C(N1)C)C=NC(=C2)N2CCN(CC2)C=O)F)F {4-[4-({(1R)-1-[3-(difluoromethyl)-2-fluorophenyl]ethyl}amino)-2-methylpyrido[3,4-d]pyrimidin-6-yl]piperazin-1-yl}methanone